6-(5-(3-chlorophenyl)-1,3,4-thiadiazol-2-yl)-2-((5-(4-fluorophenyl)-1,3,4-thiadiazol-2-yl)methyl)pyridazin-3(2H)-one ClC=1C=C(C=CC1)C1=NN=C(S1)C=1C=CC(N(N1)CC=1SC(=NN1)C1=CC=C(C=C1)F)=O